methyl (S,E)-3-(5-amino-6-((oxetan-2-ylmethyl)amino)pyridin-2-yl)acryloate NC=1C=CC(=NC1NC[C@H]1OCC1)/C=C/C(=O)OC